N-(2-(((6-Phenylpyridin-3-yl)methyl)amino)ethyl)isoquinoline-5-sulfonamide C1(=CC=CC=C1)C1=CC=C(C=N1)CNCCNS(=O)(=O)C=1C=2C=CN=CC2C=CC1